NC=1C=C(C=NC1)[C@H]1N([C@@H](CC1)C)C(=O)OC(C)(C)C tert-butyl (2S,5R)-2-(5-aminopyridin-3-yl)-5-methylpyrrolidine-1-carboxylate